C1OCC12CCCN(C2)C2=NC=CC=C2C(=O)NS(=O)(=O)C2=CC=NN2 2-(2-oxa-8-azaspiro[3.5]nonan-8-yl)-N-(1H-pyrazol-5-ylsulfonyl)pyridine-3-carboxamide